FC(C1=CC=C(C=C1)C1=C2CCNCC2=CC=C1)(F)F 5-(4-(trifluoromethyl)phenyl)-1,2,3,4-tetrahydroisoquinoline